C(C1=CC=CC=C1)OC(NC=1C(N(C=CC1)C1=NC=C(C=C1)C)=O)=O N-[1-(5-methyl-2-pyridinyl)-2-oxo-3-pyridinyl]carbamic acid benzyl ester